(S)-1-(5-Chloro-2-(8-azaspiro[4.5]decan-8-yl)phenoxy)-N-((6-(3-hydroxypyrrolidin-1-yl)pyridin-2-yl)sulfonyl)cyclopropanecarboxamide ClC=1C=CC(=C(OC2(CC2)C(=O)NS(=O)(=O)C2=NC(=CC=C2)N2C[C@H](CC2)O)C1)N1CCC2(CCCC2)CC1